(1-chloromethyl)-4-fluoro-2-methylbenzene ClCC1=C(C=C(C=C1)F)C